ethane-1-one O-methyl oxime CON=CC